4-{[(4Z)-4-[(6-chloro-7-fluoro-1H-indol-3-yl)methylene]-2,5-dioxoimidazolidin-1-yl]methyl}-2,6-difluorobenzonitrile ClC1=CC=C2C(=CNC2=C1F)\C=C\1/NC(N(C1=O)CC1=CC(=C(C#N)C(=C1)F)F)=O